2-oxo-1,2-dihydro-1,7-naphthyridine-3-carboxylic acid O=C1NC2=CN=CC=C2C=C1C(=O)O